C(C)N1[N+](=C(C2=CC=CC=C12)C(C1=C(C=C(C(=C1)OC)OC)C(=O)OC(C(F)(F)F)C(F)(F)F)=O)[O-] 1-Ethyl-3-(2-(((1,1,1,3,3,3-hexafluoropropan-2-yl)oxy)carbonyl)-4,5-dimethoxybenzoyl)-1H-indazole 2-oxide